COC=O.O1N=NC=C1 oxadiazole methyl-formate